NC=1C=C(C=C(C1)C(F)(F)F)[C@@H](C)NC1=NC(=NC2=CC(=C(C=C12)OCCOCCOC)OC)C (R)-N-(1-(3-amino-5-(trifluoromethyl)phenyl)ethyl)-7-methoxy-6-(2-(2-methoxyethoxy)ethoxy)-2-methyl-quinazolin-4-amine